Cl.ClC1=C2N(C(C(=C1)NC1=NC=NC=C1)=O)C1(CCNCC1)NC2=O 8-chloro-6-(pyrimidin-4-ylamino)spiro[2H-imidazo[1,5-a]pyridine-3,4'-piperidine]-1,5-dione hydrochloride salt